N[C@@H]1[C@@H](CCC1)C(=O)NCCN1C(C=CC1=O)=O |o1:1,2| rel-(1R,2S)-2-amino-N-[2-(2,5-dioxo-2,5-dihydro-1H-pyrrol-1-yl)ethyl]cyclopentancarboxamid